ClC1=CC2=C(C=N1)C(=NN2C2=C(C=CC(=C2)S(=O)(=O)C)OC)CN(C(OC(C)(C)C)=O)C tert-Butyl ((6-chloro-1-(2-methoxy-5-(methylsulfonyl)phenyl)-1H-Pyrazolo[4,3-c]pyridin-3-yl)methyl)(methyl)carbamate